N-((1s,3r,5R,7S)-3-((2-(5-fluoroisoindolin-2-yl)-2-oxoethyl)amino)adamantan-1-yl)-4-(pyridin-4-yl)benzamide hydrochloride Cl.FC=1C=C2CN(CC2=CC1)C(CNC12CC3(C[C@@H](C[C@H](C1)C3)C2)NC(C2=CC=C(C=C2)C2=CC=NC=C2)=O)=O